CC(=CCCC(C)=O)CCCC(CCCC(C)C)C 6,10,14-trimethylpentadec-5-en-2-one